C(C1=CC=CC=C1)OC(=O)N[C@H](C(=O)OC(C)(C)C)[C@H](CC=C)CN=C(NC(OC(C)(C)C)=O)NC(OC(C)(C)C)=O tert-butyl (2S,3R)-2-(((benzyloxy)carbonyl)amino)-3-(((2,2,10,10-tetramethyl-4,8-dioxo-3,9-dioxa-5,7-diazaundecan-6-ylidene)amino)methyl)hex-5-enoate